[Si](C)(C)(C(C)(C)C)OCCOC1=C(C(=NC=C1)C(C)C)NC(=O)NC(C1=C(N=C(C(=C1)Cl)Cl)Cl)=O N-((4-(2-((tert-Butyldimethylsilyl)oxy)ethoxy)-2-isopropylpyridin-3-yl)carbamoyl)-2,5,6-trichloronicotinamide